isopropyl cis-3-((butylsulfonyl)amino)-2-((6-phenylpyridin-2-yl)methyl)piperidine-1-carboxylate C(CCC)S(=O)(=O)N[C@@H]1[C@@H](N(CCC1)C(=O)OC(C)C)CC1=NC(=CC=C1)C1=CC=CC=C1